ClC1=C(C=CC=C1)CN1N=C(C=C1C1=CC=C2C=NN(C2=C1)CC)CO[C@@](C(=O)O)(CC)C (2R)-2-([1-[(2-chlorophenyl)methyl]-5-(1-ethyl-1H-indazol-6-yl)-1H-pyrazol-3-yl]methoxy)-2-methylbutanoic acid